4-[3-[hydroxy([2-[4-(1,3-oxazol-2-yl)benzenesulfonyl]-1H,2H,3H-pyrrolo[3,4-c]pyridin-6-yl])methyl]phenyl]piperazine OC(C=1C=C(C=CC1)N1CCNCC1)C1=CC2=C(C=N1)CN(C2)S(=O)(=O)C2=CC=C(C=C2)C=2OC=CN2